2-Phenyl-N-{5-[(3S)-3-({[5-(2-phenylacetamido)-1,3,4-thiadiazol-2-yl]oxy}methyl)pyrrolidin-1-yl]-1,3,4-thiadiazol-2-yl}acetamide C1(=CC=CC=C1)CC(=O)NC=1SC(=NN1)N1C[C@H](CC1)COC=1SC(=NN1)NC(CC1=CC=CC=C1)=O